C(C)(=O)C1=C(N(C2=C(C=CC(=C2C1=O)Cl)Br)C(C1=CC=C(C=C1)Br)=O)S(=O)(=O)C 3-acetyl-8-bromo-1-(4-bromobenzoyl)-5-chloro-2-(methylsulfonyl)quinolin-4(1H)-one